O1CCN(CC1)CCN1N=CC(=C1)NC(=O)C=1SC(=NN1)C1=NC=CN=C1 (1-(2-morpholinoethyl)-1H-pyrazol-4-yl)-5-(pyrazin-2-yl)-1,3,4-thiadiazole-2-carboxamide